N-(2-aminoethyl)-2-(2,5-dioxo-2,5-dihydro-1H-pyrrol-1-yl)propanamid NCCNC(C(C)N1C(C=CC1=O)=O)=O